methyl (3R,6S)-1-(2-([1,1'-biphenyl]-3-yl) acetyl)-6-methylpiperidine-3-carboxylate C1(=CC(=CC=C1)CC(=O)N1C[C@@H](CC[C@@H]1C)C(=O)OC)C1=CC=CC=C1